N'-(prop-2-enyl)benzoyl-hydrazine C(C=C)NNC(C1=CC=CC=C1)=O